COC(C1=CC(=C(C=C1)Br)OC=C)=O 4-bromo-3-(vinyloxy)benzoic acid methyl ester